C(C)C(C(=O)O[C@@H]1[C@](O[C@H](C1)N1C=CC2=C1N=C(N=C2N)Cl)(CO)C#C)CC (2R,3S,5R)-5-(4-amino-2-chloro-7H-pyrrolo[2,3-d]pyrimidin-7-yl)-2-ethynyl-2-(hydroxymethyl)tetrahydrofuran-3-yl 2-ethylbutanoate